7-(3,5-Dimethylisoxazol-4-yl)-4-methyl-4-pyridin-2-yl-4,5-dihydroimidazo[1,5,4-de][1,4]benzoxazin-2(1H)-one CC1=NOC(=C1C1=CC=C2C=3N(C(COC31)(C3=NC=CC=C3)C)C(N2)=O)C